(3S)-5-(3,3-difluoropiperidin-1-yl)-3-{[5-(1,3-oxazol-2-yl)-1-[2-(trifluoromethyl)phenyl]-1H-pyrazol-3-yl]formamido}pentanoic acid FC1(CN(CCC1)CC[C@@H](CC(=O)O)NC(=O)C1=NN(C(=C1)C=1OC=CN1)C1=C(C=CC=C1)C(F)(F)F)F